ClC1=C(C=CC(=C1)S(F)(F)(F)(F)F)NC(CN1C=2N(C(C(=C1CC)N1CCNCC1)=O)N=C(N2)C=2CCOCC2)=O N-(2-chloro-4-(pentafluorosulfanyl)phenyl)-2-(2-(3,6-dihydro-2H-pyran-4-yl)-5-ethyl-7-oxo-6-(piperazin-1-yl)-[1,2,4]triazolo[1,5-a]pyrimidin-4(7H)-yl)acetamide